(2-chloro-5-ethylbenzyl)-1-(N,N-dimethylsulfamoyl)-1H-pyrazole-4-carboxylic acid ethyl ester C(C)OC(=O)C=1C(=NN(C1)S(N(C)C)(=O)=O)CC1=C(C=CC(=C1)CC)Cl